2-[6-[[5-(trifluoromethyl)-2-pyridyl]methyl]-2-azaspiro[3.4]octane-2-carbonyl]-7-oxa-2,5-diazaspiro[3.4]octan-6-one FC(C=1C=CC(=NC1)CC1CC2(CN(C2)C(=O)N2CC3(C2)NC(OC3)=O)CC1)(F)F